C12(CC3CC(CC(C1)C3)C2)NCCCCCCC(=O)NC2=CC(=CC=C2)NC2C(NC(CC2)=O)=O 7-((adamantan-1-yl)amino)-N-(3-((2,6-dioxopiperidin-3-yl)amino)phenyl)heptanamide